3-phenylserine C1(=CC=CC=C1)C([C@H](N)C(=O)O)O